N-(4,5-Dimethoxy-2-((4-(2-(((1-methyl-1H-imidazol-5-yl)methyl)((1-methyl-1H-indazol-5-yl)methyl)amino)ethyl)phenyl)carbamoyl)phenyl)-4-oxo-4H-chromene-2-carboxamide COC1=CC(=C(C=C1OC)NC(=O)C=1OC2=CC=CC=C2C(C1)=O)C(NC1=CC=C(C=C1)CCN(CC=1C=C2C=NN(C2=CC1)C)CC1=CN=CN1C)=O